p-toluenesulfonylhydrazine CC1=CC=C(C=C1)S(=O)(=O)NN